6-((6-(Difluoromethyl)-2-ethylpyridin-3-yl)sulfonyl)-2-azaspiro[3.3]heptane FC(C1=CC=C(C(=N1)CC)S(=O)(=O)C1CC2(CNC2)C1)F